BrC=1C(=NC(=C(C1)F)N1C(N(C(=CC1=O)C(F)(F)F)C)=O)OC1=C(OCC(=O)OCC)C=CC=C1 ethyl 2-[2-[[3-bromo-5-fluoro-6-[3-methyl-2,6-dioxo-4-(trifluoromethyl)pyrimidin-1-yl]-2-pyridyl]oxy]phenoxy]acetate